FC1=C(OC=2N=CC(=NC2)NC([C@@H](C)N2CC(N(CC2)C(=O)[C@@]2(CC=3N(CC2)N=CC3)O)(C)C)=O)C=CC(=C1)F (R)-N-(5-(2,4-difluorophenoxy)pyrazin-2-yl)-2-(4-((R)-5-hydroxy-4,5,6,7-tetrahydropyrazolo[1,5-a]pyridine-5-carbonyl)-3,3-dimethylpiperazin-1-yl)propanamide